CC1(OB(OC1(C)C)C=1C=C2C(=NC1)C1=C(O2)C=CC=C1OC)C 3-(4,4,5,5-tetramethyl-1,3,2-dioxaborolan-2-yl)-9-methoxybenzofuro[3,2-b]pyridine